1'-((3,6-difluoro-4-oxo-4,5-dihydropyrrolo[1,2-a]quinoxalin-7-yl)methyl)-2-fluoro-N-(2-methoxyethyl)-1',2',3',6'-tetrahydro-[3,4'-bipyridine]-6-carboxamide FC=1C=CN2C1C(NC1=C(C(=CC=C21)CN2CCC(=CC2)C=2C(=NC(=CC2)C(=O)NCCOC)F)F)=O